C(C1=CC=CC=C1)C=1C=2CC[C@H]3N(C2N=CC1)CCNC3 (R)-4-benzyl-6,6a,7,8,9,10-hexahydro-5H-pyrazino[1,2-a][1,8]naphthyridine